C(N)(=O)[C@@H]1C[C@@]2(CN1C([C@H](CC(C)(C)F)N(C(OC(C)(C)C)=O)C([2H])([2H])[2H])=O)C(NC1=CC=C(C=C12)Cl)=O tert-butyl ((S)-1-((3R,5'S)-5'-carbamoyl-5-chloro-2-oxospiro[indoline-3,3'-pyrrolidin]-1'-yl)-4-fluoro-4-methyl-1-oxopentan-2-yl)(methyl-d3)carbamate